4-Fluoro-2-(3-(methylsulfonyl)-4-((1-(methylsulfonyl)piperidin-4-yl)methoxy)-benzyl)isoindoline FC1=C2CN(CC2=CC=C1)CC1=CC(=C(C=C1)OCC1CCN(CC1)S(=O)(=O)C)S(=O)(=O)C